(R)-3-chloro-1-(2,5-dimethylthiophen-2-yl)propan-1-ol ClCC[C@@H](O)C1(SC(=CC1)C)C